C(C)(C)OC=1C(=CC=2C(N1)=NNC2)C(=O)NC=2C(=NC=CC2)OC 6-isopropoxy-N-(2-methoxypyridin-3-yl)-2H-pyrazolo[3,4-b]pyridine-5-carboxamide